potassium (2R,3R,4R,5S)-6-(5-((1R,4S)-4-(3,4-dimethoxyphenyl)hexahydrofuro[3,4-c]furan-1-yl)-2-methoxyphenoxy)-3,4,5-trihydroxytetrahydro-2H-pyran-2-carboxylate COC=1C=C(C=CC1OC)[C@@H]1C2C(CO1)[C@@H](OC2)C=2C=CC(=C(OC1[C@H]([C@@H]([C@H]([C@@H](O1)C(=O)[O-])O)O)O)C2)OC.[K+]